N-{[(3aR,4R,6R,6aS)-6-[4-amino-2-chloro-5-(1-methylpyrazol-3-yl)pyrrolo[2,3-d]pyrimidin-7-yl]-2,2-dimethyl-tetrahydro-3aH-cyclopenta[d][1,3]dioxol-4-yl]methyl}carbamate NC=1C2=C(N=C(N1)Cl)N(C=C2C2=NN(C=C2)C)[C@@H]2C[C@@H]([C@@H]1[C@H]2OC(O1)(C)C)CNC([O-])=O